OC1=C(N2C(C3=C(C=CC=C13)C(NC(C)C)=O)=NC=N2)C(=O)OC Methyl 6-hydroxy-10-(isopropylcarbamoyl)-[1,2,4]triazolo[5,1-a]isoquinoline-5-carboxylate